C(C1=CC=CC=C1)OC[C@H]1CN(C[C@@H](O1)C)S(=O)(=O)C1=C(C=CC=C1)[N+](=O)[O-] (2r,6s)-2-((benzyloxy)methyl)-6-methyl-4-((2-nitrophenyl)-sulfonyl)morpholine